[3-chloro-4-(piperazin-1-yl)phenyl]pyrimidin-2-amine ClC=1C=C(C=CC1N1CCNCC1)C1=NC(=NC=C1)N